C(C)(C)(C)OC(=O)N1CCN(CC1)C1CCN(CC1)C1=C(C=C(C(=C1)OC1CC1)[N+](=O)[O-])Br 4-(1-(2-bromo-5-cyclopropyloxy-4-nitrophenyl)piperidin-4-yl)piperazine-1-carboxylic acid tert-butyl ester